C(CCC)[N+]1=CC=CC=C1 N-Butyl-Pyridinium